Cl.C(C)OC1=C(SC=C1)CCN 2-(3-ethoxythiophen-2-yl)ethaneamine hydrochloride